3-(4-amino-6-methoxy-1-oxo-isoindolin-2-yl)piperidine-2,6-dione NC1=C2CN(C(C2=CC(=C1)OC)=O)C1C(NC(CC1)=O)=O